Racemic-cis-4-(5-cyano-2-methoxyphenyl)-6-methyl-N-(5-(2-methyl-cyclobutane-1-carbonyl)-5,6-dihydro-4H-pyrrolo[3,4-d]thiazol-2-yl)nicotinamide C(#N)C=1C=CC(=C(C1)C1=CC(=NC=C1C(=O)NC=1SC2=C(N1)CN(C2)C(=O)[C@H]2[C@H](CC2)C)C)OC |r|